3-(1H-[1,2,3]Triazolo[4,5-d]pyrimidin-5-yl)-N-(4-phenethoxyphenyl)benzamide N1N=NC=2N=C(N=CC21)C=2C=C(C(=O)NC1=CC=C(C=C1)OCCC1=CC=CC=C1)C=CC2